CC1(C(=O)NC1)C dimethyl-propiolactam